4-methyl-5-nitropyridin-2(1H)-one CC1=CC(NC=C1[N+](=O)[O-])=O